FC=1C=C(C=C(C1OC)F)C(=O)N1C2=C(OC3(CC3)C1)C=C(C=C2)Br (3,5-difluoro-4-methoxyphenyl)(7-bromospiro[benzo[b][1,4]oxazin-2,1'-cyclopropane]-4(3H)-yl)methanone